methyl 3-(4-(1,1-difluoroethyl)thiazol-2-yl)bicyclo[1.1.1]pentane-1-carboxylate FC(C)(F)C=1N=C(SC1)C12CC(C1)(C2)C(=O)OC